C(#N)C[C@@H]1C[C@H](C1)S(=O)(=O)N[C@@H]1C[C@@H](C1)N(C=1C2=C(N=CN1)NC=C2)C trans-3-(cyanomethyl)-N-{cis-3-[methyl(7H-pyrrolo[2,3-d]pyrimidin-4-yl)amino]-cyclobutyl}cyclobutanesulfonamide